N-tetrahydropyran-4-yl-pyridazin-3-Formamide O1CCC(CC1)NC(=O)C=1N=NC=CC1